4-(4-Amino-6-(4-methacrylamidophenyl)-7-methyl-7H-pyrrolo[2,3-d]pyrimidin-5-yl)benzoic acid methyl ester COC(C1=CC=C(C=C1)C1=C(N(C=2N=CN=C(C21)N)C)C2=CC=C(C=C2)NC(C(=C)C)=O)=O